O=S1(CCN(CC2=C1C=CC=C2)C2=NC1=CC=C(C=C1C(=N2)NCC(CCN)F)C)=O N~1~-[2-(1,1-Dioxido-2,3-dihydro-1,4-benzothiazepin-4(5H)-yl)-6-methylquinazolin-4-yl]-2-fluorobutane-1,4-diamine